C(C)(=O)OC1=CC=C(COC(=O)N2COC(C2CCC(C=[N+]=[N-])=O)=O)C=C1 4-(4-Diazo-3-oxobutyl)-5-oxooxazolidine-3-carboxylic acid 4-acetoxybenzyl ester